4-(2-amino-2-methylpropanoyl)-N-(1-(7-((3-(aminomethyl)cyclobutyl)amino)-5,6,7,8-tetrahydronaphthalen-2-yl)-2-oxo-1,2-dihydropyrimidin-4-yl)piperazine-1-carboxamide hydrochloride Cl.NC(C(=O)N1CCN(CC1)C(=O)NC1=NC(N(C=C1)C1=CC=2CC(CCC2C=C1)NC1CC(C1)CN)=O)(C)C